Racemic-1-(1-(6,8-difluoro-1-oxo-1,2-dihydroisoquinolin-4-yl)ethyl)-3-(4-fluorophenyl)-1-(3-hydroxypropyl)urea FC=1C=C2C(=CNC(C2=C(C1)F)=O)[C@@H](C)N(C(=O)NC1=CC=C(C=C1)F)CCCO |r|